O1C2=C(OC(C1([2H])[2H])([2H])[2H])C=C(C=C2)OC2CCN(CC2)C2=NC(=NC=C2C)NN 4-(4-((2,3-dihydrobenzo[b][1,4]dioxin-6-yl-2,2,3,3-d4)oxy)piperidin-1-yl)-2-hydrazineyl-5-methylpyrimidine